ClC1=C(C=CC=C1N1CCCC1)S 2-Chloro-3-(pyrrolidin-1-yl)thiophenol